[Na+].C(C=C)(=O)NC(CS(=O)(=O)[O-])CCCCCCCCCCCC 2-acrylamido-tetradecanesulfonic acid sodium salt